OCC(=O)NC=1N=C2N(N=C(C=C2)C=2C=C(C(=NC2)C)C(=O)N)C1 5-[2-(2-hydroxyacetamido)imidazo[1,2-b]pyridazin-6-yl]-2-methylpyridin-3-carboxamide